chlorine sodium salt [Na].[Cl]